N(N)C(CCNC(OC(C)(C)C)=O)=O tert-butyl (3-hydrazinyl-3-oxopropyl)carbamate